9-(2-chloro-6-fluoro-phenyl)-3-cyclopropyl-16-thia-2,4,5,8-tetraazatetracyclo[8.6.0.02,6.011,15]hexadeca-1(10),3,5,8,11(15)-penta-ene-13-carbaldehyde ClC1=C(C(=CC=C1)F)C1=NCC2=NN=C(N2C=2SC=3CC(CC3C12)C=O)C1CC1